C1(CC1)C1=C(C(=CC(=C1)OC(F)F)C(C)C)NC(=O)N=[S@](=O)(N)C1=CC=C(C=C1)CN(C)C (R)-N'-(2-cyclopropyl-4-(difluoromethoxy)-6-isopropylphenylcarbamoyl)-4-((dimethylamino)methyl)benzene-sulfonimidamide